C(=O)O.N1=CN=C(C2=C1C=CS2)N thieno[3,2-d]pyrimidin-4-amine formate